NC1=NN=C(O1)CC(CCC1CCOCC1)=O 1-(5-amino-1,3,4-oxadiazol-2-yl)-4-(tetrahydro-2H-pyran-4-yl)butan-2-one